2-(2-aminophenyl)phenylmethylsulfonyloxy-palladium NC1=C(C=CC=C1)C1=C(C=CC=C1)CS(=O)(=O)O[Pd]